methyl 6-cyclopropyl-2-(thiazol-5-yl)pyrimidine-4-carboxylate C1(CC1)C1=CC(=NC(=N1)C1=CN=CS1)C(=O)OC